CN(P(N(C)C)(N(C)C)=O)C hexa-methylphosphoric triamide